1-(5-(4,4-difluoropiperidin-1-yl)-3,9-dimethylimidazo[1,2-c]quinazolin-7-yl)ethan-1-one FC1(CCN(CC1)C1=NC=2C(=CC(=CC2C=2N1C(=CN2)C)C)C(C)=O)F